P(F)(F)OC(COCC#C)COCC#C 1,3-bis(propargyloxy)-2-propanol difluorophosphite